BrC1C(C=2N=C(N=C(C2O1)OC)OC)Br 6,7-dibromo-2,4-dimethoxy-6H,7H-furo[3,2-d]pyrimidine